N-benzyl-2-cyclopropoxy-3,4,5,6-tetrafluoro-benzenesulfonamide C(C1=CC=CC=C1)NS(=O)(=O)C1=C(C(=C(C(=C1F)F)F)F)OC1CC1